N-[4-methyl-1-[[4-(trifluoromethyl)phenyl]methyl]-4-piperidyl]prop-2-enamide CC1(CCN(CC1)CC1=CC=C(C=C1)C(F)(F)F)NC(C=C)=O